C(C)(C)(C)C1CCCC=2C=C(C=NC12)NC1=NC(=NC=C1)NC1=CC(=C(C=C1)OCCCN1CCCCC1)OC 4-[8-(tert-butyl)-5,6,7,8-tetrahydro-3-quinolylamino]-2-[3-methoxy-4-(3-piperidinopropoxy)phenylamino]pyrimidine